(2Z)-2-[(1-ethyl-5-methoxy-1H-indol-3-yl)methylene]-6-hydroxy-1-benzofuran-3(2H)-one C(C)N1C=C(C2=CC(=CC=C12)OC)\C=C\1/OC2=C(C1=O)C=CC(=C2)O